COC=1C=C2C(=NC(=NC2=CC1OC)C)NC(C)C=1SC(=CC1)C1=CC(=CC=C1)N1CCOCC1 6,7-dimethoxy-2-methyl-N-[1-{5-[3-(morpholin-4-yl)phenyl]thiophen-2-yl}ethyl]quinazolin-4-amine